C(C1=CC=CC=C1)OC1=C(N2C(C3=CC(=CC=C13)C(F)(F)F)=NC=N2)C(=O)OC Methyl 6-(benzyloxy)-9-(trifluoromethyl)-[1,2,4]triazolo[5,1-a]isoquinoline-5-carboxylate